dimethyl-(7-((2-((4-(4-(4-methylpiperazin-1-yl)piperidin-1-yl)phenyl)amino)-7H-pyrrolo[2,3-d]pyrimidin-4-yl)amino)imidazo[1,2-a]pyridin-8-yl)phosphine oxide CP(C=1C=2N(C=CC1NC=1C3=C(N=C(N1)NC1=CC=C(C=C1)N1CCC(CC1)N1CCN(CC1)C)NC=C3)C=CN2)(C)=O